tert-butyl (3R)-3-[carbamoyl-(6-cyano-3-pyridyl)amino]piperidine-1-carboxylate C(N)(=O)N([C@H]1CN(CCC1)C(=O)OC(C)(C)C)C=1C=NC(=CC1)C#N